N4,N4-dimethyl-2'-O-methylcytidine CN(C1=NC(N([C@H]2[C@H](OC)[C@H](O)[C@@H](CO)O2)C=C1)=O)C